1-[(2,5-difluorophenyl)methyl]-N-[(3R)-1-methyl-2-oxo-4,5-dihydro-3H-imidazo[1,5-a][1,3]diazepin-3-yl]-1,2,4-triazole-3-carboxamide FC1=C(C=C(C=C1)F)CN1N=C(N=C1)C(=O)N[C@H]1C(N(C=2N(CC1)C=NC2)C)=O